biphenyl-4',6-d2 C1(=CC=CC=C1[2H])C1=CC=C(C=C1)[2H]